2-ethyl-N-methyl-N-phenyl-1,2,3,4-tetraHydroisoquinoline-7-amine hydrochloride Cl.C(C)N1CC2=CC(=CC=C2CC1)N(C1=CC=CC=C1)C